Tert-butyl (3-((4-(trifluoromethoxy)phenyl)carbamoyl)-3-azabicyclo[3.1.0]hexan-6-yl)carbamate FC(OC1=CC=C(C=C1)NC(=O)N1CC2C(C2C1)NC(OC(C)(C)C)=O)(F)F